3,8-diazabicyclo[3.2.1]octan-3-yl-[4-fluoro-2-(trifluoromethyl)phenyl]methanone C12CN(CC(CC1)N2)C(=O)C2=C(C=C(C=C2)F)C(F)(F)F